Cl.NC(C)C=1C=C(C=NC1)C(C(C)(O)C)(F)F 1-(5-(1-aminoethyl)pyridin-3-yl)-1,1-difluoro-2-methylpropan-2-ol hydrochloride